FC1=CC=C(C=C1)NC(C[C@@H]1CC[C@H](CC1)C1=CC(=C(C=C1)OC)Cl)=O trans-N-(4-Fluorophenyl)-2-(4-(3-chloro-4-methoxyphenyl)cyclohexyl)acetamide